C(C)O[C@H]1[C@H](C1)C1(C=C(C(N(C1)CC1=CC(=CC=C1)F)=O)C(=O)NC)C(=O)N 5-((1R,2R)-2-ethoxycyclopropyl)-1-(3-fluorobenzyl)-N3-methyl-2-oxo-1,2-dihydropyridine-3,5-dicarboxamide